ClC1=NSC=C1C(C(=O)O)(F)F (3-chloro-1,2-thiazol-4-yl)(difluoro)acetic acid